4-[1-[2-[3,5-bis(difluoromethyl)pyrazol-1-yl]acetyl]-4-piperidinyl]-N-tetrahydronaphthalene-1-yl-pyridine-2-carboxamide FC(C1=NN(C(=C1)C(F)F)CC(=O)N1CCC(CC1)C1=CC(=NC=C1)C(=O)NC1CCCC2=CC=CC=C12)F